FC=1C=CC(=C(C1)CC(=O)NC1=CCN(C=C1)C(C)C)O 4-[[2-(5-Fluoro-2-hydroxyphenyl)acetyl]amino]-N-isopropyl-pyridin